8-fluoro-N-(1-((1S,2R)-2-fluorocyclopropyl)-2-oxo-1,2-dihydropyridin-3-yl)-7-isopropoxy-2-(1-methyl-2-oxabicyclo[2.1.1]hexan-4-yl)imidazo[1,2-a]pyridine-6-carboxamide FC=1C=2N(C=C(C1OC(C)C)C(=O)NC=1C(N(C=CC1)[C@@H]1[C@@H](C1)F)=O)C=C(N2)C21COC(C2)(C1)C